5-(2-(3-(dimethylamino)phenoxy)ethoxy)-N,N-bis(3-methoxybenzyl)pyridin-2-amine CN(C=1C=C(OCCOC=2C=CC(=NC2)N(CC2=CC(=CC=C2)OC)CC2=CC(=CC=C2)OC)C=CC1)C